ClC=1C=C(N[C@@H](C)C2=CC=C(S2)C(=O)N[C@H](C(=O)NC2CC2)CC2CCCC2)C=CC1 5-[(1S)-1-(3-chloroanilino)ethyl]-N-[(1S)-1-(cyclopentylmethyl)-2-(cyclopropylamino)-2-oxo-ethyl]thiophene-2-carboxamide